4-methyl-5-(2-((5-(4-methylpiperazin-1-yl)pyridin-2-yl)amino)pyrimidin-4-yl)-N-phenylthiazol-2-amine CC=1N=C(SC1C1=NC(=NC=C1)NC1=NC=C(C=C1)N1CCN(CC1)C)NC1=CC=CC=C1